ethylthio-pyridine C(C)SC1=NC=CC=C1